tert-butyl 3-({8-carbamoyl-6-chloropyrido[3,2-d]pyrimidin-4-yl}amino)-3-phenylpiperidine-1-carboxylate C(N)(=O)C1=CC(=NC2=C1N=CN=C2NC2(CN(CCC2)C(=O)OC(C)(C)C)C2=CC=CC=C2)Cl